tert-butyl ((2S,3S)-4-((cyclopropylmethyl)amino)-3-hydroxy-1-phenylbutanyl)carbamate C1(CC1)CNC[C@H](CC(C1=CC=CC=C1)NC(OC(C)(C)C)=O)O